COC=1C=C(C=CC1N1C=NC(=C1)C)C(=O)C1=CC=C(C=C1)C1=CC=C(C=C1)C (3-methoxy-4-(4-methyl-1H-imidazol-1-yl)phenyl)(4'-methyl-[1,1'-biphenyl]-4-yl)methanone